3-(5-(1-(5-(1-(((R)-1-(3-(Difluoromethyl)-2-methylphenyl)ethyl)amino)-4-methylpyrido[3,4-d]pyridazin-7-yl)-2-fluorobenzyl)piperidin-4-yl)-1-oxoisoindolin-2-yl)-piperidine-2,6-dione FC(C=1C(=C(C=CC1)[C@@H](C)NC1=C2C(=C(N=N1)C)C=NC(=C2)C=2C=CC(=C(CN1CCC(CC1)C=1C=C3CN(C(C3=CC1)=O)C1C(NC(CC1)=O)=O)C2)F)C)F